NC1=CC=C(C=N1)N1C=CC(=CC=C1)O 1-(6-aminopyridin-3-yl)azepin-4-ol